2-chloro-4-trifluoromethylphenol ClC1=C(C=CC(=C1)C(F)(F)F)O